S(=O)(=O)(O)[O-].[Na+].CC1=CC=C(C=C1)C(=COCCC1=CC=CC=C1)C 1-methyl-4-(1-phenethoxyprop-1-en-2-yl)benzene Natrium hydrogensulfat